2-(2-(6-((2R,6S)-2,6-Dimethylmorpholino)pyridin-2-yl)-1,6-naphthyridin-7-yl)-N-((3S,5R)-5-hydroxypiperidin-3-yl)acetamide C[C@H]1O[C@H](CN(C1)C1=CC=CC(=N1)C1=NC2=CC(=NC=C2C=C1)CC(=O)N[C@@H]1CNC[C@@H](C1)O)C